5-(3-methyl-4-(N-methylpropanamidyl)phenyl)-N-(pyridin-3-ylmethyl)pyridineamide CC=1C=C(C=CC1N(C(CC)=O)C)C=1C=CC(=NC1)C(=O)NCC=1C=NC=CC1